N[C@H](C(=O)N[C@H](C(=O)NC1=CC=C(C=C1)N1C(=NC=C1)CO[Si](C)(C)C(C)(C)C)CCCNC(=O)N)C(C)C (S)-2-((S)-2-amino-3-methylbutanamido)-N-(4-(2-(((tert-butyldimethylsilyl)oxy)methyl)-1H-imidazol-1-yl)phenyl)-5-ureidopentanamide